O=C1NC(CCC1N1C(N(C2=C1C=CC(=C2)C#CCOC2CCN(CC2)C(=O)OC(C)(C)C)C)=O)=O 1-Tert-butyl 4-((3-(1-(2,6-dioxopiperidin-3-yl)-3-methyl-2-oxo-2,3-dihydro-1H-benzo[d]imidazol-5-yl)prop-2-yn-1-yl)oxy)piperidine-1-carboxylate